N,N'-di-isopropyl-1,4-phenylenediamine C(C)(C)NC1=CC=C(C=C1)NC(C)C